4-amino-N-((6-chloroimidazo[1,2-a]pyridin-2-yl)methyl)-N',1-dimethyl-N'-(pyrimidin-2-yl)-1H-pyrazolo[4,3-c]quinoline-8-carbohydrazide NC1=NC=2C=CC(=CC2C2=C1C=NN2C)C(=O)N(N(C2=NC=CC=N2)C)CC=2N=C1N(C=C(C=C1)Cl)C2